O1C(CCCC1)N oxaN-amine